C(C)OC(C[C@@H](C=C)O[Si](C)(C)C(C)(C)C)=O |r| racemic-(2R,3S)-3-((tert-butyldimethylsilyl)oxy)-4-pentenoic acid ethyl ester